C(C)(C)(C)OC(=O)N1CCC(CC1)N(C=1N=CC(=NC1)C(=O)O)C 5-((1-(tert-butoxycarbonyl)piperidin-4-yl)(methyl)amino)pyrazine-2-carboxylic acid